7-bromo-N-[(4-fluorophenyl)-methyl]-2-isopropyl-4-methyl-quinoline-3-carboxylic acid amide BrC1=CC=C2C(=C(C(=NC2=C1)C(C)C)C(=O)NCC1=CC=C(C=C1)F)C